2,3,7,8,12,13,17,18-octaethyl-21H,23H-porphyrin platinum [Pt].C(C)C1=C2NC(=C1CC)C=C1C(=C(C(=N1)C=C1C(=C(C(N1)=CC=1C(=C(C(N1)=C2)CC)CC)CC)CC)CC)CC